[Si](C)(C)(C(C)(C)C)OCCN(C(OCC1=CC=CC=C1)=O)CCO[Si](C)(C)C(C)(C)C Benzyl bis(2-((tert-butyldimethylsilyl)oxy)ethyl)carbamate